α,α-Dimethylbenzyl-carbinol CC(C1=CC=CC=C1)(C)CO